4-(2,6-difluoro-4-methylphenyl)butanoic acid FC1=C(C(=CC(=C1)C)F)CCCC(=O)O